4-amino-2-fluoro-5-(2-fluoropyridin-4-yl)benzonitrile NC1=CC(=C(C#N)C=C1C1=CC(=NC=C1)F)F